ClC=1C=C(C=C(C1)NS(=O)(=O)C)NC(=O)C1=CN(C(=C1)C)C1=CC=CC=C1 N-(3-chloro-5-(methylsulfonamido)phenyl)-5-methyl-1-phenyl-1H-pyrrole-3-carboxamide